4,5-dihydro-N-[4-[[4-(1-methylethoxy)phenyl]methyl]phenyl]-1H-imidazol-2-amine CC(C)OC1=CC=C(C=C1)CC2=CC=C(C=C2)NC3=NCCN3